C(CC1=CC=CC=C1)N (S)-(-)-phenethylamine